N-hydroxy-4-{[5-(3-methyl-4-oxo-3,4-dihydro-quinazolin-6-yl)-3-(2-methylphenyl)-1H-pyrazol-1-yl]methyl}benzamide ONC(C1=CC=C(C=C1)CN1N=C(C=C1C=1C=C2C(N(C=NC2=CC1)C)=O)C1=C(C=CC=C1)C)=O